4-[1-(2,2-dimethylpropanoyl)-5-(4-fluorophenyl)-6-(1-hydroxy-1-methyl-ethyl)pyrrolo[2,3-f]indazol-7-yl]benzoic Acid CC(C(=O)N1N=CC2=CC3=C(C=C12)C(=C(N3C3=CC=C(C=C3)F)C(C)(C)O)C3=CC=C(C(=O)O)C=C3)(C)C